(2R)-2-PHENYL-N-PYRIDIN-4-YLBUTANAMIDE C1(=CC=CC=C1)[C@H](C(=O)NC1=CC=NC=C1)CC